2-(4,4-difluoroazepan-1-yl)-N-(5-sulfamoyl-3-pyridyl)-5-(trifluoromethyl)pyridine-3-carboxamide FC1(CCN(CCC1)C1=NC=C(C=C1C(=O)NC=1C=NC=C(C1)S(N)(=O)=O)C(F)(F)F)F